1-((5-Cyano-1H-pyrazol-3-yl)methyl)-1-(2-methoxypyrimidin-5-yl)-3-(3,4,5-trifluorophenyl)urea C(#N)C1=CC(=NN1)CN(C(=O)NC1=CC(=C(C(=C1)F)F)F)C=1C=NC(=NC1)OC